(S)-4-(4-(1H-pyrazol-1-yl)benzyl)-5-methyl-6-(1-methyl-1H-pyrazol-3-yl)-N-((tetrahydrofuran-2-yl)methyl)picolinamide N1(N=CC=C1)C1=CC=C(CC2=CC(=NC(=C2C)C2=NN(C=C2)C)C(=O)NC[C@H]2OCCC2)C=C1